CN1N=NC2=C1C=CC(=C2C)C(C2(CCCC2)C(=O)OC)C2=CC(=C(C=C2)C)CO methyl 1-((1,4-dimethyl-1H-benzo[d][1,2,3]triazol-5-yl) (3-(hydroxymethyl)-4-methylphenyl)methyl)cyclopentane-1-carboxylate